FC1(CN(C1)C(=O)OC(C)(C)C)COC1=CC=2N(C=C1)C(=CN2)C=2C=C1CCN(C(C1=C(C2)OC)=O)CC(F)(F)F tert-butyl 3-fluoro-3-[[3-[8-methoxy-1-oxo-2-(2,2,2-trifluoroethyl)-3,4-dihydroisoquinolin-6-yl]imidazo[1,2-a]pyridin-7-yl]oxy methyl]azetidine-1-carboxylate